L-histidine sodium salt [Na+].N[C@@H](CC1=CNC=N1)C(=O)[O-]